3-((4-ethylphenyl)sulfonyl)-4-(4-hydroxypiperidin-1-yl)quinoline-6-carboxylic acid C(C)C1=CC=C(C=C1)S(=O)(=O)C=1C=NC2=CC=C(C=C2C1N1CCC(CC1)O)C(=O)O